methyl-N-(methyl-d)pyridazine-3-carboxamide CC1=C(N=NC=C1)C(=O)NC[2H]